Methyl-(2S)-2-[4-chloro-2-(4-butoxy-4,5-dihydroisoxazol-3-yl)phenoxy]-3-methylbutanoat COC([C@H](C(C)C)OC1=C(C=C(C=C1)Cl)C1=NOCC1OCCCC)=O